ethyl cis-3-((methylsulfonyl)amino)-2-((2-phenyl-1,3-thiazol-4-yl)methyl)pyrrolidine-1-carboxylate CS(=O)(=O)N[C@@H]1[C@@H](N(CC1)C(=O)OCC)CC=1N=C(SC1)C1=CC=CC=C1